disodium (thiocarbonylbisthio)-dipropanoate C(=S)(SCCC(=O)[O-])SCCC(=O)[O-].[Na+].[Na+]